2,3-dinitrobenzenesulfonyl bromide [N+](=O)([O-])C1=C(C=CC=C1[N+](=O)[O-])S(=O)(=O)Br